C(CCCCCCCCCCCCCCCCCCC)(=O)N[C@@H]([C@@H](C)CC)C(=O)O N-arachidoyl-isoleucine